C(CCCCCCCCCCC)(=O)O.C(C(C)O)O Propylenglycol Monolaurat